(4-chlorobenzyl)-8-(3-((3,3-difluorocyclobutyl)amino)-3-methylbut-1-yn-1-yl)-1-(3-hydroxypropyl)-3-methyl-3,7-dihydro-1H-purine-2,6-dione ClC1=CC=C(CN2C(=NC=3N(C(N(C(C23)=O)CCCO)=O)C)C#CC(C)(C)NC2CC(C2)(F)F)C=C1